5-{(1S,2S)-[1-(2-Chloro-3-fluoro-4-hydroxyphenyl)-3,3,3-trifluoro-2-hydroxy-2-(hydroxymethyl)propyl]amino}-7-fluoro-1H-quinolin-2-one ClC1=C(C=CC(=C1F)O)[C@@H]([C@@](C(F)(F)F)(CO)O)NC1=C2C=CC(NC2=CC(=C1)F)=O